di-tert.amyl peroxide C(C)(C)(CC)OOC(C)(C)CC